2-chloro-N,N-didodecylacetamide ClCC(=O)N(CCCCCCCCCCCC)CCCCCCCCCCCC